CCOC(C)OC(=O)C (+/-)-1-ACETOXY-1-ETHOXYETHANE